(4-benzyl-1-piperidinyl)-9H-purine-2,6-diamine C(C1=CC=CC=C1)C1CCN(CC1)N1C2=NC(=NC(=C2N=C1)N)N